butyl p-Hydroxybenzoate CCCCOC(=O)C1=CC=C(C=C1)O